4-(4-(2-(5-Amino-8-(furan-2-yl)-2-oxothiazolo[5,4-e][1,2,4]triazolo[1,5-c]pyrimidin-3(2H)-yl)ethyl)piperazin-1-yl)-N-methylbenzamide NC1=NC2=C(C=3N1N=C(N3)C=3OC=CC3)SC(N2CCN2CCN(CC2)C2=CC=C(C(=O)NC)C=C2)=O